1-((3S,4R)-1-(tert-butyl)-4-(4-chlorophenyl)pyrrolidine-3-carbonyl)-4-(N-((1s,4R)-4-methylcyclohexyl)isobutyramido)pyrrolidine-2-carboxylic acid C(C)(C)(C)N1C[C@H]([C@@H](C1)C1=CC=C(C=C1)Cl)C(=O)N1C(CC(C1)N(C(C(C)C)=O)C1CCC(CC1)C)C(=O)O